OCCOCCC1=C(C=CC=C1)C(C(=O)[O-])=O 2-(2-hydroxy-ethoxy)-ethyl-oxophenylacetate